N-(1-(oxazol-4-yl)cyclopropyl)-4,5,6,7-tetrahydroisoxazolo[4,5-c]pyridine-3-carboxamide hydrochloride Cl.O1C=NC(=C1)C1(CC1)NC(=O)C1=NOC2=C1CNCC2